cis-3-hexenal isobutyrate C(C(C)C)(=O)O.C(C\C=C/CC)=O